[1,2,4]triazolo[5,1-a]isoquinolin-9-ol N=1C=NN2C1C1=CC(=CC=C1C=C2)O